O=C1NC(CCC1NC1=CC=C(C=C1)N1CCN(CC1)CCC(=O)OC(C)(C)C)=O tert-butyl 3-[4-[4-[(2,6-dioxo-3-piperidyl)amino]phenyl]piperazin-1-yl]propanoate